(S)-2-((2-((3-(allyloxy)-1-methyl-1H-indazol-6-yl)amino)-5-(3-(quinuclidin-4-yl)-1,2,4-oxadiazol-5-yl)pyrimidin-4-yl)amino)-2-phenylethan-1-ol C(C=C)OC1=NN(C2=CC(=CC=C12)NC1=NC=C(C(=N1)N[C@H](CO)C1=CC=CC=C1)C1=NC(=NO1)C12CCN(CC1)CC2)C